N,N'-dimethyl-propenyl-urea CN(C(=O)NC)C=CC